The molecule is an alpha-amino-acid cation obtained by deprotonation of the carboxy group and protonation of the amino and guanidino groups of (3S)-3-hydroxy-L-arginine It is a conjugate acid of a (3S)-3-hydroxy-L-arginine. C(C[NH+]=C(N)N)[C@@H]([C@@H](C(=O)[O-])[NH3+])O